FC=1C=C(C=C(C1)F)C=1N(C2=CC=CC=C2C1)CCC(=O)N[C@@H]1C(NC[C@H]1O)=O 3-[2-(3,5-difluorophenyl)-1H-indol-yl]-N-[(3S,4R)-4-hydroxy-2-oxo-pyrrolidin-3-yl]propanamide